ClC=1C=CC=C2C=C(NC12)C(=O)N[C@H](C(=O)N[C@H](C(=O)OC)C[C@H]1C(NCCC1)=O)CC1CC1 Methyl (S)-2-((S)-2-(7-chloro-1H-indole-2-carboxamido)-3-cyclopropylpropanamido)-3-((S)-2-oxopiperidin-3-yl)propanoate